C(CC)S(=O)(=O)C(=S)SSC(=S)S(=O)(=O)CCC di(propylsulfonyl thiocarbonyl) disulfide